BrC1=CC=2N(C=C1)C(=CN2)S(=O)(=O)NC2=C(C=C(C(=C2)F)CC#N)OC 7-bromo-N-[4-(cyanomethyl)-5-fluoro-2-methoxy-phenyl]imidazo[1,2-a]pyridine-3-sulfonamide